ethyl 2-((5-(4-fluoro-2-methylphenyl)pyridin-2-yl)methyl)oxazole-4-carboxylate FC1=CC(=C(C=C1)C=1C=CC(=NC1)CC=1OC=C(N1)C(=O)OCC)C